p-butylbenzenesulfonate C(CCC)C1=CC=C(C=C1)S(=O)(=O)[O-]